CC=1CC(N(N1)C1=CC=CC=C1)N 5-methyl-2-phenyl-3,4-dihydropyrazol-3-amine